C(CCC)O[Hf](OCCCC)(OCCCC)OCCCC tetrabutoxyhafnium (IV)